FC=1C=CC2=C(NC(=N2)N2C[C@H]([C@@H](CC2)O)NC(OC(C)(C)C)=O)C1 tert-butyl ((3R,4R)-1-(6-fluoro-1H-benzo[d]imidazol-2-yl)-4-hydroxypiperidin-3-yl)carbamate